(2-chloro-6,8-dimethylquinolin-3-yl)methanol ethyl-(S)-3-amino-3-(2',4'-difluoro-6-methylbiphenyl-3-yl)propanoate C(C)[C@H](C(=O)OCC=1C(=NC2=C(C=C(C=C2C1)C)C)Cl)C(C=1C=C(C(=CC1)C)C1=C(C=C(C=C1)F)F)N